O=C1N(C=CC(N1)=O)CC(=O)NC1=C(C=C(C=C1)N1CCNCC1)F 2-(2,4-dioxopyrimidin-1-yl)-N-(2-fluoro-4-piperazin-1-yl-phenyl)acetamide